COC1=CC=CC=2C=3N(C(=NC12)N)N=C(N3)CN(CC3=CC=C(C=C3)C(F)(F)F)C[C@H]3OC3 (R)-7-methoxy-2-(((oxiran-2-ylmethyl)(4-(trifluoromethyl)benzyl)amino)methyl)-[1,2,4]triazolo[1,5-c]quinazolin-5-amine